Methyl 5-[({1-[2-fluoro-4-(trifluoro-methoxy) phenyl] cyclopropyl} carbonyl) amino]-2-[6-(trifluoro-methyl) pyridin-3-yl]benzoate FC1=C(C=CC(=C1)OC(F)(F)F)C1(CC1)C(=O)NC=1C=CC(=C(C(=O)OC)C1)C=1C=NC(=CC1)C(F)(F)F